4-[2-[[4-[[3-(3-fluoro-4-methoxy-phenyl)imidazo[1,2-a]pyrazin-8-yl]amino]-2-methyl-phenyl]methyl-methyl-amino]acetyl]piperazin-2-one FC=1C=C(C=CC1OC)C1=CN=C2N1C=CN=C2NC2=CC(=C(C=C2)CN(CC(=O)N2CC(NCC2)=O)C)C